O1CCC2=C1C(=CC=C2)OC=2C=CC1=C(C(=C(O1)C)C(=O)O)C2 5-((2,3-dihydrobenzofuran-7-yl)oxy)-2-methylbenzofuran-3-carboxylic acid